BrI.[Pb].[Cs] cesium lead bromoiodide